6-chloro-4-hydroxy-1-methylpyrido[3,2-d]Pyrimidin-2(1H)-one ClC=1C=CC=2N(C(N=C(C2N1)O)=O)C